C1=CC=CC=2C3=CC=CC=C3C(C12)COC(=O)N[C@@H]([C@@H](C)CC)C(=O)OC[C@H]1O[C@H]([C@@H]([C@@H]1O)O)N1N=CC(=NC1=O)N ((2r,3s,4r,5r)-5-(5-amino-3-oxo-1,2,4-triazin-2(3H)-yl)-3,4-dihydroxytetrahydrofuran-2-yl)methyl (((9H-fluoren-9-yl)methoxy)carbonyl)-L-isoleucinate